3-amino-3-azaspiro[5.5]undecane NN1CCC2(CC1)CCCCC2